C(C1=CC=CC=C1)N1CC2=C(N=C(N=C2C2=CC(=C(C=C2)C#N)F)N2CCC(CC2)NC([O-])=O)CC1 1-(6-benzyl-4-(4-cyano-3-fluorophenyl)-5,6,7,8-tetrahydropyrido[4,3-d]pyrimidin-2-yl)piperidin-4-ylcarbamate